ClC1=C(C(=C(C2=CC(=CC=C12)Cl)Cl)Cl)Cl 1,2,3,4,6-pentachloronaphthalene